C1=CC(=CC(=C1)[N+](=O)[O-])N2C(=O)C=CC2=O N-(3-nitrophenyl)maleimide